(S)-4-(2-((2-methyl-6-(trifluoromethyl)pyridin-3-yl)sulfonyl)-2-azaspiro[3.4]oct-6-yl)morpholine CC1=NC(=CC=C1S(=O)(=O)N1CC2(C1)C[C@H](CC2)N2CCOCC2)C(F)(F)F